C(C)C1(COC1)COC1=CC=C(C=C1)OCC1(COC1)CC 1,4-bis[(3-ethyloxetane-3-yl)methoxy]benzene